OCC1=CC=C(C=N1)C1(CC1)C#N 1-[6-(hydroxymethyl)pyridin-3-yl]cyclopropane-1-carbonitrile